FC1=C(O[P@@](=O)(OC2=CC=CC=C2)N[C@@H](C)C(=O)OC(C)C)C(=C(C(=C1F)F)F)F Isopropyl ((S)-(perfluorophenoxy)(phenoxy)phosphoryl)-L-alaninate